1,3,3,4,4,5,5,6,6-nonafluoro-2-(perfluorobut-2-yl)cyclohex-1-ene FC1=C(C(C(C(C1(F)F)(F)F)(F)F)(F)F)C(C(F)(F)F)(C(C(F)(F)F)(F)F)F